((2S,6S)-6-cyclopentyl-1,4-dioxan-2-yl)methanol C1(CCCC1)[C@H]1COC[C@@H](O1)CO